ClC=1C(=C(C=CC1)NC(=O)C1=CC(=CC=2NC(=NC21)NCC(C)(C)O)NC(=O)C2=C(C=CC(=C2)Cl)Cl)C N-(3-chloro-2-methylphenyl)-6-{[(2,5-dichlorophenyl)carbonyl]amino}-2-[(2-hydroxy-2-methylpropyl)amino]-1H-benzimidazole-4-carboxamide